BrC1=CC(=CN(C1=O)C)C(=O)OC methyl 5-bromo-1-methyl-6-oxo-1,6-dihydropyridine-3-carboxylate